3-(5-(1-Hydroxyprop-2-yn-1-yl)-1-oxoisoindolin-2-yl)piperidine-2,6-dione OC(C#C)C=1C=C2CN(C(C2=CC1)=O)C1C(NC(CC1)=O)=O